CC1=C(C=2C=NC=CC2N1)C(C(=O)OC)=O methyl 2-(2-methyl-1H-pyrrolo[3,2-c]pyridin-3-yl)-2-oxoacetate